N1C=C(C=2C1=NC=CC2)CC2C(N(C(S2)=S)C(C)C)=O (Z)-5-((1H-pyrrolo[2,3-b]pyridin-3-yl)methyl)-3-isopropyl-2-thioxothiazolidin-4-one